(1S,3S,4R)-2-benzyl-2-azabicyclo[2.2.1]Heptane-3-carboxylate C(C1=CC=CC=C1)N1[C@H]2CC[C@@H]([C@H]1C(=O)[O-])C2